Cl.COC([C@@H](NC(CCCCCCCCCCC)=O)CCCNC(N)=N)=O N-lauroyl-arginine-methyl ester hydrochloride